C(C)OC(CN(CC)CC)=O.C(CCCCCCCCCCCCCCC(C)C)(=O)N Isostearamide ethyl-diethylaminoacetate